2-Salicylideneaminophenol C(C=1C(O)=CC=CC1)=NC1=C(C=CC=C1)O